C1(CCC1)NC=1C=C(C(=O)NC[C@@H](O)[C@H]2N(CC3=CC(=CC=C3C2)OCC2=C(N=CO2)C)C(=O)OC(C)(C)C)C=CC1 tert-Butyl (3S)-3-[(1R)-2-[[3-(cyclobutylamino)benzoyl]amino]-1-hydroxy-ethyl]-7-[(4-methyl-oxazol-5-yl)methoxy]-3,4-dihydro-1H-isoquinoline-2-carboxylate